6-fluoro-5-methoxy-3-(2-(2-methylazetidin-1-yl)ethyl)-1H-indazole fumarate C(\C=C\C(=O)O)(=O)O.FC1=C(C=C2C(=NNC2=C1)CCN1C(CC1)C)OC